NC1COCC1 3-aminooxolane